ClC=1C2=C(N=CN1)N(C=C2F)C2C(C1(C(O2)CCC1)O)O 2-(4-chloro-5-fluoro-7H-pyrrolo[2,3-d]pyrimidin-7-yl)hexahydro-2H-cyclopenta[b]furan-3,3a-diol